C1(CC1)S(=O)(=O)N1N=CC(=C1)C1=NC=CC(=N1)NC1=CC(=C(C=N1)C1=NN(C(=C1)C(C)(C)O)C)NC1CCC(CC1)CN(C)C 2-(3-(6-((2-(1-(Cyclopropylsulfonyl)-1H-pyrazol-4-yl)pyrimidin-4-yl)amino)-4-(((1s,4s)-4-((dimethylamino)methyl)cyclohexyl)amino)pyridin-3-yl)-1-methyl-1H-pyrazol-5-yl)propan-2-ol